2-((2,4-dimethoxybenzyl)amino)-4-((1-hydroxyl-2-methylhexan-2-yl)amino)quinazoline COC1=C(CNC2=NC3=CC=CC=C3C(=N2)NC(CO)(CCCC)C)C=CC(=C1)OC